FC=1C=C(C=CC1)[C@@H]1N(CCC1)C=1C=CC=2N(N1)C(=CN2)C2=CC=CC(=N2)N2CCN(CC2)C2CN(C2)C(=O)OC(C)(C)C tert-butyl (R)-3-(4-(6-(6-(2-(3-fluorophenyl)pyrrolidin-1-yl)imidazo[1,2-b]pyridazin-3-yl)pyridin-2-yl)piperazin-1-yl)azetidine-1-carboxylate